2-(2-chlorophenyl)-N-[4-(4-cyano-1H-pyrazol-1-yl)-3-sulfamoylphenyl]-2,2-difluoroacetamide ClC1=C(C=CC=C1)C(C(=O)NC1=CC(=C(C=C1)N1N=CC(=C1)C#N)S(N)(=O)=O)(F)F